CN1N=CC(=C1OS(=O)(=O)CCC)C(=O)C=1C=CC2=C(C(CS2(=O)=O)(C)C)C1C 1-methyl-4-[(3,3,4-trimethyl-1,1-dioxido-2,3-dihydro-1-benzothiophen-5-yl) carbonyl]-1H-pyrazol-5-ylpropane-1-sulfonate